C(C)(C)(C)C1=C(C=CC(=C1)C)O tert-butyl-4-methyl-phenol